[(3aS,4R,6aR)-2,3,3a,4,5,6a-hexahydrofuro[2,3-b]furan-4-yl]4-(3-pyrimidin-4-ylpyrazolo[1,5-a]pyrimidin-5-yl)piperazine-1-carboxylate O1CC[C@@H]2[C@H]1OC[C@@H]2OC(=O)N2CCN(CC2)C2=NC=1N(C=C2)N=CC1C1=NC=NC=C1